CC=1C2=C(N=CN1)N(C(=C2C2=CC=C(C=C2)OC2=NC=CC(=N2)C)C2=C(C=C(C=C2)NC(C(=C)C)=O)C)C N-[4-(4,7-dimethyl-5-{4-[(4-methylpyrimidin-2-yl)oxy]phenyl}-7H-pyrrolo[2,3-d]pyrimidin-6-yl)-3-methylphenyl]-2-methylprop-2-enamide